3-{3-[(cyclopropylmethyl)sulfonyl]phenyl}-3-[4-(7H-pyrrolo[2,3-d]pyrimidin-4-yl)-1H-pyrazol-1-yl]propanenitrile trifluoroacetate FC(C(=O)O)(F)F.C1(CC1)CS(=O)(=O)C=1C=C(C=CC1)C(CC#N)N1N=CC(=C1)C=1C2=C(N=CN1)NC=C2